C1=CC=CC=2C3=CC=CC=C3C(C12)COC(=O)N1[C@@](CCC1)(C(=O)O)C (2S)-1-(9H-fluoren-9-ylmethoxycarbonyl)-2-methyl-pyrrolidine-2-carboxylic acid